N-(1-(1-acryloylpiperidin-3-yl)-3-(4-phenoxyphenyl)-1H-pyrazolo[3,4-d]pyrimidin-4-yl)acetamide C(C=C)(=O)N1CC(CCC1)N1N=C(C=2C1=NC=NC2NC(C)=O)C2=CC=C(C=C2)OC2=CC=CC=C2